CCC=CCC=CCC=CCCCCCCCCCCCCC 3,6,9-tricosatriene